5-(8-(7-Acetyl-3-ethyl-5,6,7,8-tetrahydroimidazo[1,5-a]pyrazin-1-yl)isoquinolin-3-yl)-N-(2-(4-(3-(2,6-dioxopiperidin-3-yl)phenyl)-1H-pyrazol-1-yl)ethyl)picolinamide C(C)(=O)N1CC=2N(CC1)C(=NC2C=2C=CC=C1C=C(N=CC21)C=2C=CC(=NC2)C(=O)NCCN2N=CC(=C2)C2=CC(=CC=C2)C2C(NC(CC2)=O)=O)CC